OC[C@H]1O[C@@H]([C@@H]([C@H]([C@H]1O)N1N=NC(=C1)C1=CC(=C(C(=C1)F)F)F)OC)CC1=NOC(=C1)C1CCN(CC1)S(=O)(=O)CCC (2R,3R,4S,5R,6R)-2-(hydroxymethyl)-5-methoxy-6-((5-(1-(propylsulfonyl)piperidin-4-yl)isoxazol-3-yl)methyl)-4-(4-(3,4,5-trifluorophenyl)-1H-1,2,3-triazol-1-yl)tetrahydro-2H-pyran-3-ol